1-(3-isocyanopropyl)piperidine [N+](#[C-])CCCN1CCCCC1